ClC=1N=C(C2=C(N1)CCCS2(=O)=O)NC2(CCC2)CO 2-chloro-4-((1-(hydroxymethyl)cyclobutyl)amino)-7,8-dihydro-6H-thiopyrano[3,2-d]pyrimidine 5,5-dioxide